5-cyclopropyl-3-[(2-hydroxy-2-methylpropyl)amino]pyrazine-2-carbonitrile C1(CC1)C=1N=C(C(=NC1)C#N)NCC(C)(C)O